BrC1=C(C=C(OCC2CC3(C2)CCN(CC3)CC(=O)OCC)C=C1)C(F)(F)F ethyl 2-[2-[[4-bromo-3-(trifluoromethyl)phenoxy]methyl]-7-azaspiro[3.5]nonan-7-yl]acetate